FC(C1=CC=C(OC2CCC3=CC=C(C=C23)NC(C=C)=O)C=C1)(F)F N-(3-(4-(trifluoro-methyl)phenoxy)-2,3-dihydro-1H-inden-5-yl)acrylamide